5-(2-(3-(ethoxymethyl)pyrrolidin-1-yl)propan-2-yl)-2-methylpyridine HCl Cl.C(C)OCC1CN(CC1)C(C)(C)C=1C=CC(=NC1)C